2-{[7-amino-1-oxo-4-(quinazolin-7-yl)-2,3-dihydro-1H-isoindol-2-yl]methyl}prop-2-enamide NC=1C=CC(=C2CN(C(C12)=O)CC(C(=O)N)=C)C1=CC=C2C=NC=NC2=C1